1-(3-(tert-butyl)-1-(p-tolyl)-1H-pyrazol-5-yl)-3-(4-((3-oxo-3,4-dihydropyrido[2,3-b]pyrazin-8-yl)oxy)-2-(trifluoromethyl)phenyl)urea C(C)(C)(C)C1=NN(C(=C1)NC(=O)NC1=C(C=C(C=C1)OC1=CC=NC=2NC(C=NC21)=O)C(F)(F)F)C2=CC=C(C=C2)C